S1N=CN=C1CC#N 2-(1,2,4-Thiadiazol-5-yl)acetonitrile